FC=1C(=CC(=NC1)CC=C)C#N 5-fluoro-2-(prop-2-en-1-yl)pyridine-4-carbonitrile